isoquinolin-4-yl-1-((2-(trimethylsilyl)ethoxy)methyl)thieno[3,2-d]pyrimidine-2,4(1H,3H)-dione C1=NC=C(C2=CC=CC=C12)N1C(N(C2=C(C1=O)SC=C2)COCC[Si](C)(C)C)=O